CC1=NN(C(=N1)C)C1=NC(=NC=C1F)N1CCNCC1 4-(3,5-dimethyl-1H-1,2,4-triazol-1-yl)-5-fluoro-2-(piperazin-1-yl)pyrimidine